[Br-].OCCN1C([NH+](C2=C1C=CC=C2)C)\C=C\C2=CC=C(C=C2)C=2NC(=C(N2)C2=CC=CC=C2)C2=CC=CC=C2 3-(2-hydroxyethyl)-1-methyl-2-[(1E)-2-[4-(4,5-diphenyl-1H-imidazol-2-yl)phenyl]vinyl]-1H-benzimidazolium bromide